tetrapentyl-phosphorus hydroxide C(CCCC)P(CCCCC)(CCCCC)(CCCCC)O